ClC=1C(=C(CN2C[C@H]([C@H](CC2)CC2=NC(=CC=C2F)NC2=NNC(=C2)C)C)C=CC1)F (3S,4R)-1-(3-chloro-2-fluorobenzyl)-4-((3-fluoro-6-((5-methyl-1H-pyrazol-3-yl)amino)pyridin-2-yl)methyl)-3-methylpiperidine